9,10-bis(ethoxycarbonyldodecyloxy)anthracene C(C)OC(=O)CCCCCCCCCCCCOC=1C2=CC=CC=C2C(=C2C=CC=CC12)OCCCCCCCCCCCCC(=O)OCC